ClC=1C=C2C(CC(C2=CC1)=O)(C)C 5-chloro-3,3-dimethyl-1-indenone